(R/S)-2-(1-(3-(trifluoromethyl)phenyl)propan-2-ylamino)ethyl benzoate C(C1=CC=CC=C1)(=O)OCCN[C@@H](CC1=CC(=CC=C1)C(F)(F)F)C |r|